2-hydroxy-N-(4-methoxybenzyl)-N-methyl-6-(1-methyl-1H-imidazol-4-yl)pyridine-4-sulfonamide OC1=NC(=CC(=C1)S(=O)(=O)N(C)CC1=CC=C(C=C1)OC)C=1N=CN(C1)C